4-{2-[2-(4-chloroquinoline-8-sulfonamido)phenyl]ethynyl}isoquinoline-1-carboxylic acid ClC1=CC=NC2=C(C=CC=C12)S(=O)(=O)NC1=C(C=CC=C1)C#CC1=CN=C(C2=CC=CC=C12)C(=O)O